C(C=C)(=O)N1[C@H](CN(C[C@H]1C)C1=NC(N2C3=C(C(=C(C=C13)C(F)(F)F)C1=C(C=C(C(=C1)Br)F)F)SCC(C2)C=2C=NC=CC2)=O)C 8-((3S,5R)-4-acryloyl-3,5-dimethylpiperazin-1-yl)-11-(5-bromo-2,4-difluorophenyl)-3-(pyridin-3-yl)-10-(trifluoromethyl)-3,4-dihydro-2H,6H-[1,4]thiazepino[2,3,4-ii]quinazolin-6-one